2-(dimethylamino)-4-(4-methylphenyl)-5H-naphth[1,2-d]imidazol-5-one CN(C1=NC=2C(=N1)C1=CC=CC=C1C(C2C2=CC=C(C=C2)C)=O)C